COC=1C=C(C=CC1)C=1OC2=C(C1)C=CC=C2 2-(3-methoxyphenyl)benzofuran